[Br-].C(CCCCCCCCCCCCCCCCC)[N+](CC1=CC=CC=C1)(C)C octadecyl-dimethylbenzyl-ammonium bromide